6-(1,1-difluoroethyl)-1,4-dioxane FC(C)(F)C1COCCO1